ethyl 2-[(5-bromo-2-fluoro-3-methoxypyridin-4-yl)methoxy]acetate BrC=1C(=C(C(=NC1)F)OC)COCC(=O)OCC